[Si](C)(C)(C(C)(C)C)OCC1CCN(CC1)C=1C=C2C3(C(NC2=CC1)=O)CCCCC3 5'-(4-(((tert-butyldimethylsilyl)oxy)methyl)piperidin-1-yl)spiro[cyclohexane-1,3'-indolin]-2'-one